tert-butyl (S)-2-(8-bromo-6-cyano-3-(3-fluoro-4-methoxyphenyl)-4-oxo-3,4-dihydroquinazolin-2-yl)-4-oxopyrrolidine-1-carboxylate BrC=1C=C(C=C2C(N(C(=NC12)[C@H]1N(CC(C1)=O)C(=O)OC(C)(C)C)C1=CC(=C(C=C1)OC)F)=O)C#N